N-methoxy-N,2-dimethylthiazole-5-carboxamide CON(C(=O)C1=CN=C(S1)C)C